1-(2,3,8,8-tetramethyl-1,2,3,4,6,7,8,8a-octahydronaphthalen-2-yl)ethanone CC1(CC2C(CCC=C2CC1C)(C)C)C(C)=O